3-carbonyl-bicyclo[2.2.2]octane-2-carboxylate C(=O)=C1C(C2CCC1CC2)C(=O)[O-]